5-[1-(3,3-Difluorocyclobutyl)ethoxy]-7-[5-methyl-1-(4-piperidyl)triazol-4-yl]imidazo[1,2-a]pyridine-3-carbonitrile HCl Cl.FC1(CC(C1)C(C)OC1=CC(=CC=2N1C(=CN2)C#N)C=2N=NN(C2C)C2CCNCC2)F